(2-chlorophenyl)-3-methyl-1H-thieno[2,3-c]pyrazole-5-carboxylic acid ClC1=C(C=CC=C1)N1N=C(C2=C1SC(=C2)C(=O)O)C